C(C)(C)(C)OC(=O)N1CC2(C1)CN(CC2)C(C(C)C)CCCN(C)CCOC.O(C2=CC=CC=C2)C(=O)NC2=CC(=CC=C2)OS(=O)(=O)C2=CC=C(C)C=C2 N-phenoxycarbonyl-3-(p-toluenesulfonyloxy)aniline tert-butyl-6-(6-((2-methoxyethyl)(methyl)amino)-2-methylhexan-3-yl)-2,6-diazaspiro[3.4]octane-2-carboxylate